FC1(CCN(CC1)C1=NC=CC(=N1)C1=CC=C(C=C1)OCCF)C(=O)NC1(CCN2CCC1CC2)C 4-fluoro-1-(4-(4-(2-fluoroethoxy)phenyl)pyrimidin-2-yl)-N-(4-methyl-1-azabicyclo[3.2.2]non-4-yl)piperidine-4-carboxamide